2-amino-9-((2r,3r)-3-hydroxy-5-propionyltetrahydrofuran-2-yl)-7-(prop-2-yn-1-yl)-7,9-dihydro-1H-purine-6,8-dione NC=1NC(C=2N(C(N(C2N1)[C@@H]1OC(C[C@H]1O)C(CC)=O)=O)CC#C)=O